4-(1-((5-methoxy-7-methyl-1H-indol-4-yl)methyl)-4-methyl-piperazin-2-yl)-2-methylbenzoic acid COC=1C(=C2C=CNC2=C(C1)C)CN1C(CN(CC1)C)C1=CC(=C(C(=O)O)C=C1)C